4-fluoro-2-(pyrimidine-2-sulfonylamino)benzoic acid FC1=CC(=C(C(=O)O)C=C1)NS(=O)(=O)C1=NC=CC=N1